ClC1=CC2=C(NC(NS2(=O)=O)C)C=C1 7-chloro-3-methyl-3,4-dihydro-2H-1,2,4-benzothiadiazine 1,1-dioxide